CC(C)CCCC[C@@H]1[C@H](CCCCCCCCCC)O1 (7R,8S)-cis-7,8-Epoxy-2-methyloctadecane